N-((1S,2S)-2-(6-fluoro-2,3-dimethylphenyl)-1-(5-oxo-4,5-dihydro-1,3,4-oxadiazol-2-yl)propyl)-3-azaspiro[5.5]-undecane-3-sulfonamide FC1=CC=C(C(=C1[C@@H]([C@@H](C=1OC(NN1)=O)NS(=O)(=O)N1CCC2(CC1)CCCCC2)C)C)C